FC1=CC=C(C=N1)C1=CC=CC=2N1N=CC2C(=O)N2CC(CCC2)C (7-(6-fluoropyridin-3-yl)pyrazolo[1,5-a]pyridin-3-yl)(3-methylpiperidin-1-yl)methanone